5-bromo-6-methyl-1,3-dihydro-2-benzofuran BrC1=CC2=C(COC2)C=C1C